COCCN1CCC2(N=C(C(=N2)C=CC(=O)NC=2C=NC3=CC=CC=C3C2)C2=CC=C(C=C2)C)CC1 3-(8-(2-methoxyethyl)-3-(p-tolyl)-1,4,8-triazaspiro[4.5]dec-1,3-dien-2-yl)-N-(quinolin-3-yl)acrylamide